3-bromo-7-chloro-2-(4-methyl-4H-1,2,4-triazol-3-yl)-1,6-naphthyridine BrC=1C(=NC2=CC(=NC=C2C1)Cl)C1=NN=CN1C